ClC=1C=C2C=CN(C2=CC1)S(=O)(=O)C=1C(=CC(=C(C1)N1C(NC=2C(C1=O)=C(SC2)C(=O)O)=O)F)OC 3-(5-((5-chloro-1H-indol-1-yl)sulfonyl)-2-fluoro-4-methoxyphenyl)-2,4-dioxo-1H-thieno[3,4-d]pyrimidine-5-carboxylic acid